(3r,4r)-1-(1-((5-chloropyridin-2-yl)methyl)-5-(methylsulfonyl)-1H-benzo[d]imidazol-2-yl)-4-fluoropiperidin-3-amine ClC=1C=CC(=NC1)CN1C(=NC2=C1C=CC(=C2)S(=O)(=O)C)N2C[C@H]([C@@H](CC2)F)N